FC1=C2C(NC(N(C2=CC=C1)CC1=CC(=C(C=C1)F)C(=O)N1CCN(CC1)C1=CC=C(C=C1)NC1=NC=C2C(=N1)N(N(C2=O)C)C2=CC=NC=C2)=O)=O 5-fluoro-1-[[4-fluoro-3-[4-[4-[[2-methyl-3-oxo-1-(4-pyridyl)pyrazolo[3,4-d]pyrimidin-6-yl]amino]phenyl]piperazine-1-carbonyl]phenyl]methyl]quinazoline-2,4-dione